(S)-4-(2-hydroxyacetyl)-3-(trifluoromethyl)piperazin OCC(=O)N1[C@@H](CNCC1)C(F)(F)F